1-(5-bromo-2-fluorophenyl)dihydropyrimidine-2,4(1h,3h)-dione BrC=1C=CC(=C(C1)N1C(NC(CC1)=O)=O)F